4-((3-(1-((1S,4R)-5-oxaspiro[3.5]nonan-1-yl)-1H-pyrazol-4-yl)-2-methoxyphenyl)amino)-6-(cyclopropanecarboxamido)nicotinamide [C@@H]1(CC[C@@]12OCCCC2)N2N=CC(=C2)C=2C(=C(C=CC2)NC2=CC(=NC=C2C(=O)N)NC(=O)C2CC2)OC